5-((E)-3-(p-hydroxyphenyl)acryloyl)-2-hydroxybenzenesulfonic acid OC1=CC=C(C=C1)/C=C/C(=O)C=1C=CC(=C(C1)S(=O)(=O)O)O